FC1=C(C(=C(C(=C1[B-](C1=C(C(=C(C(=C1F)F)F)F)F)(C1=C(C(=C(C(=C1F)F)F)F)F)C1=C(C(=C(C(=C1F)F)F)F)F)F)F)F)F.C(C)(=O)C1=CC=C(C=C1)C=1C=C(SC1)[S+](C=1SC=C(C1)C1=CC=C(C=C1)C(C)=O)C=1SC=C(C1)C1=CC=C(C=C1)C(C)=O tris[4-(4-acetylphenyl)thienyl]sulfonium tetrakis(pentafluorophenyl)borate